8-(3,3-difluoropyrrolidin-1-yl)-7-(1-(1-ethoxyethyl)-1H-pyrazol-4-yl)-N-((3S,4S)-3-fluorotetrahydro-2H-pyran-4-yl)-[1,2,4]triazolo[1,5-c]pyrimidin-2-amine FC1(CN(CC1)C=1C=2N(C=NC1C=1C=NN(C1)C(C)OCC)N=C(N2)N[C@@H]2[C@@H](COCC2)F)F